NC1=CC=C(C=C1)C=1SC2=C(N1)C=CC=C2 2-(4'-aminophenyl)benzothiazole